CN(C1=CC=C(C=C1)O)C=1SC=C(N1)C1=CC=CC=C1 2-(N-methyl-N-(4-hydroxyphenyl)amino)-4-phenylthiazole